The molecule is a 1,3-diglyceride in which the acyl groups at positions 1 and 3 are specified as oleoyl and linoleoyl respectively. It is a diacylglycerol 36:3 and a 1,3-diglyceride. It derives from an oleic acid and a linoleic acid. CCCCCCCC/C=C\\CCCCCCCC(=O)OCC(COC(=O)CCCCCCC/C=C\\C/C=C\\CCCCC)O